methyl 4-(3-chlorophenyl)-5-(4-chlorophenyl)-2-methyl-5-oxopentanoate ClC=1C=C(C=CC1)C(CC(C(=O)OC)C)C(=O)C1=CC=C(C=C1)Cl